tert-butyl 4-((4-bromopyridin-2-yl)carbamoyl)piperidine-1-carboxylate BrC1=CC(=NC=C1)NC(=O)C1CCN(CC1)C(=O)OC(C)(C)C